FC1(C(N(C2=C(O1)C=C(C(=C2)C2=C(C(=C(C(=C2F)F)C(F)(F)F)F)F)F)CC(=O)O)=O)F 2-(2,2,7-trifluoro-3-oxo-6-(2,3,5,6-tetrafluoro-4-(trifluoromethyl)phenyl)-2,3-dihydro-4H-benzo[b][1,4]oxazin-4-yl)acetic acid